1,3,2,4-dioxathiazole-2-oxide compound with ruthenium trichloride [Ru](Cl)(Cl)Cl.O1S(ON=C1)=O